(1S,2S)-N-(6-(5-chloro-6-fluoro-7-isopropoxy-1H-indazol-4-yl)imidazo[1,2-a]pyridin-2-yl)-2-fluorocyclopropane-1-carboxamide ClC=1C(=C2C=NNC2=C(C1F)OC(C)C)C=1C=CC=2N(C1)C=C(N2)NC(=O)[C@H]2[C@H](C2)F